4-N-butyl-2-N,4-N-bis(2,2,6,6-tetramethylpiperidin-4-yl)-2-N-[6-[(2,2,6,6-tetramethylpiperidin-4-yl)amino]hexyl]-1,3,5-triazine-2,4-diamine C(CCC)N(C1=NC(=NC=N1)N(CCCCCCNC1CC(NC(C1)(C)C)(C)C)C1CC(NC(C1)(C)C)(C)C)C1CC(NC(C1)(C)C)(C)C